2'-chloro-5'-methoxy-6-methyl-N-(5-(((S)-1-((R)-tetrahydrofuran-3-yl)piperidin-3-yl)oxy)-1,3,4-thiadiazol-2-yl)-[4,4'-bipyridine]-3-carboxamide ClC1=NC=C(C(=C1)C1=C(C=NC(=C1)C)C(=O)NC=1SC(=NN1)O[C@@H]1CN(CCC1)[C@H]1COCC1)OC